FC(CNC1CCC(CC1)NC(=O)C1=NC(=NS1)C1=CN=CN1C)F N-((1r,4r)-4-((2,2-difluoroethyl)amino)cyclohexyl)-3-(1-methyl-1H-imidazol-5-yl)-1,2,4-thiadiazole-5-carboxamide